3-(4-(((4-cyanophenethyl)(7-fluorobenzo[d]thiazol-2-yl)amino)-methyl)phenyl)propiolic acid C(#N)C1=CC=C(CCN(C=2SC3=C(N2)C=CC=C3F)CC3=CC=C(C=C3)C#CC(=O)O)C=C1